butyl N-[(3s)-1-(6-methylpyridin-3-yl)piperidin-3-yl]carbamate CC1=CC=C(C=N1)N1C[C@H](CCC1)NC(OCCCC)=O